O=S1(CC2(C1)CC(C2)NC2=NC=CC(=N2)C2=C(N=C(S2)C2=C(C=CC=C2)F)C=2C(=C(C=CC2)NS(=O)(=O)C2=C(C=CC=C2F)F)F)=O N-(3-(5-(2-((2,2-dioxido-2-thiaspiro[3.3]heptan-6-yl)amino)pyrimidin-4-yl)-2-(2-fluorophenyl)thiazol-4-yl)-2-fluorophenyl)-2,6-difluorobenzenesulfonamide